ClC1=C(C(=CC(=C1)C(C(F)(F)F)(C(F)(F)F)F)Cl)N1N=CC(=C1)C=1SC=C(N1)C(=O)N 1-[2,6-dichloro-4-(1,1,1,2,3,3,3-heptafluoropropan-2-yl)phenyl]-1H-pyrazol-4-yl-1,3-thiazol-4-carboxamid